nonafluorovaleryl-glycine tert-butyl-4-(6-(3-((2-(trifluoromethyl)phenoxy)methyl)piperidin-1-yl)-1H-pyrazolo[3,4-b]pyrazin-1-yl)-3,6-dihydropyridine-1(2H)-carboxylate C(C)(C)(C)C1N(CC=C(C1)N1N=CC=2C1=NC(=CN2)N2CC(CCC2)COC2=C(C=CC=C2)C(F)(F)F)C(=O)O.FC(C(C(C(=O)NCC(=O)O)(F)F)(F)F)(C(F)(F)F)F